C1=C(C=CC2=CC=CC=C12)C1=CC=CC=2CC3=CC=CC(=C3C12)C1=CC2=CC=CC=C2C=C1 4,5-bis(2-naphthyl)fluorene